1-(13Z,16Z-docosadienoyl)-2-(11Z,14Z-eicosadienoyl)-glycero-3-phospho-(1'-sn-glycerol) CCCCC/C=C\C/C=C\CCCCCCCCCCCC(=O)OC[C@H](COP(=O)(O)OC[C@H](CO)O)OC(=O)CCCCCCCCC/C=C\C/C=C\CCCCC